C1CCC2=C(C=3CCCC3C=C12)NC=1OC(CN1)(C(=O)OCC)C1CCOCC1 ethyl 2-((1,2,3,5,6,7-hexahydro-s-indacen-4-yl) amino)-5-(tetrahydro-2H-pyran-4-yl)-4,5-dihydrooxazole-5-carboxylate